tert-butyl ((1r,3r)-3-(4-(2-(4-((4-(5-methyl-1,3,4-oxadiazol-2-yl)oxazol-2-yl)oxy) phenyl)propan-2-yl)phenoxy)cyclobutyl)carbamate CC1=NN=C(O1)C=1N=C(OC1)OC1=CC=C(C=C1)C(C)(C)C1=CC=C(OC2CC(C2)NC(OC(C)(C)C)=O)C=C1